NC1(CCN(CC1)C1=C(C(N(C(=N1)C)C1=CC2=CC=CC=C2C=C1)=O)C)C 6-(4-Amino-4-methyl-piperidin-1-yl)-2,5-dimethyl-3-naphthalen-2-yl-3H-pyrimidin-4-one